3,4'-Dihydroxychalcone OC=1C=C(C=CC1)\C=C\C(=O)C1=CC=C(C=C1)O